CC=1C=C(C=CC1N)OC(C1=CC=C(C=C1)N)=O 3-methyl-4-aminophenyl-4-aminobenzoate